5-(2-((R or S)-3-((S or R)-ethoxy(phenyl) methyl)-3-(2-(5-fluorothiophen-2-yl)ethyl)pyrrolidin-1-yl)propan-2-yl)-2-methylpyridinecitrate C(C)O[C@H]([C@]1(CN(CC1)C(C)(C)C=1C=CC(NC1)(C(C(CC(=O)[O-])(O)C(=O)[O-])C(=O)[O-])C)CCC=1SC(=CC1)F)C1=CC=CC=C1 |o1:3,4|